P(=O)(O)(O)O.C(C)C(CCCCC)([Na])CC diethylhexyl-sodium phosphate